(S)-6-cyclohexyl-3-(1-hydroxypropan-2-yl)-8-(pyridin-3-yl)pyrido[3,4-d]Pyrimidin-4(3H)-one C1(CCCCC1)C1=CC2=C(N=CN(C2=O)[C@H](CO)C)C(=N1)C=1C=NC=CC1